(S)-6-hydroxy-2-(1H-pyrazol-4-yl)-6,7,8,9-tetrahydrothieno[2,3-c]quinolin-4(5H)-one O[C@H]1CCCC=2C3=C(C(NC12)=O)SC(=C3)C=3C=NNC3